N-[2-[(4,6-dimethoxy-1,3,5-triazin-2-yl)carbonyl]-6-fluorophenyl]-1,1-difluoro-N-methyl-sulfonamide COC1=NC(=NC(=N1)OC)C(=O)C1=C(C(=CC=C1)F)N(S(=O)=O)C(F)F